Ethyl 2-(bromomethyl)-4-chloronicotinate BrCC1=C(C(=O)OCC)C(=CC=N1)Cl